NC(CCN(C(C(C1=CC=CC=C1)Cl)=O)NC(=O)C(CC(C)C)NC(OCC1=CC=CC=C1)=O)=O Benzyl N-[1-[[(3-amino-3-oxo-propyl)-(2-chloro-2-phenyl-acetyl)amino]carbamoyl]-3-methyl-butyl]carbamate